di(1-butyl)tellurium C(CCC)[Te]CCCC